3-ethyl-bicyclo[3.2.0]heptane-3-en-6-one C(C)C=1CC2CC(C2C1)=O